FC(C1=CC=C2CCN(C2=C1)C(C)=O)(F)F 1-(6-(trifluoromethyl)indolin-1-yl)ethanone